furane O1C=CC=C1